choline taurate NCCS(=O)(=O)OCC[N+](C)(C)C